ClC1=CC2=C(S1)C(CCC2=O)(C)C 2-chloro-7,7-dimethyl-6,7-Dihydrobenzo[b]thiophene-4(5H)-one